[Mg].[Li].[Cu].[Al] aluminum-copper-lithium-magnesium